N-(adamantan-1-yl)-4-mesitylbenzothiazol-2-amine C12(CC3CC(CC(C1)C3)C2)NC=2SC3=C(N2)C(=CC=C3)C3=C(C=C(C=C3C)C)C